FC1(CN(C1)C(CN1CCC(CC1)C=1C=C2C(=C(NC2=CC1)C1=CC(=NC(=C1)C)C)C(C)C)=O)F 1-(3,3-difluoroazetidin-1-yl)-2-(4-(2-(2,6-dimethylpyridin-4-yl)-3-isopropyl-1H-indol-5-yl)piperidin-1-yl)ethan-1-one